3-[5-[(E)-3-hydroxyprop-1-enyl]-3-methyl-2-oxo-benzimidazol-1-yl]piperidine-2,6-dione OC/C=C/C1=CC2=C(N(C(N2C)=O)C2C(NC(CC2)=O)=O)C=C1